3-(2-(4-(2,3-dichlorophenyl)piperazin-1-yl)ethyl)-N,N-dimethylazetidine-1-carboxamide ClC1=C(C=CC=C1Cl)N1CCN(CC1)CCC1CN(C1)C(=O)N(C)C